FC=1C=C(C=NC1)[C@H](CNCCCC1CCC(CC1)OC)O (R)-1-(5-Fluoropyridin-3-yl)-2-((3-((1s,4R)-4-methoxycyclohexyl)propyl)-amino)ethan-1-ol